5-(3-aminopyrazol-1-yl)-N-methyl-pyridine-2-carboxamide NC1=NN(C=C1)C=1C=CC(=NC1)C(=O)NC